tert-butyl (2R,5S)-4-(6-bromo-3-cyano-1-methyl-2-oxo-1,2-dihydroquinolin-4-yl)-2,5-dimethylpiperazine-1-carboxylate BrC=1C=C2C(=C(C(N(C2=CC1)C)=O)C#N)N1C[C@H](N(C[C@@H]1C)C(=O)OC(C)(C)C)C